ClC1=C(C=CC(=C1)C)C(CNC(=O)C1=NC(=NC=C1S(=O)(=N)C1=C(C(=CC=C1)C1CC1)F)C)(F)F N-[2-(2-chloro-4-methylphenyl)-2,2-difluoroethyl]-5-[S-(3-cyclopropyl-2-fluorophenyl)sulfonimidoyl]-2-methylpyrimidine-4-carboxamide